NC1=NC=CC(=C1)C=1OC=C(N1)C(=O)NC=1C(=CC2=C(CC(O2)(C)C)C1)N1CCC(CC1)O 2-(2-Aminopyridin-4-yl)-N-(6-(4-hydroxypiperidin-1-yl)-2,2-dimethyl-2,3-dihydrobenzofuran-5-yl)oxazole-4-carboxamide